OC[C@H]1CN(CC1)C(=O)OC(C)(C)C |r| racemic-tert-butyl 3-(hydroxymethyl)pyrrolidine-1-carboxylate